6-(2-amino-6-fluoro-5-(4-(4-methoxypiperidin-4-yl)phenyl)pyridin-3-yl)-3,4-dihydroisoquinolin-1(2H)-one NC1=NC(=C(C=C1C=1C=C2CCNC(C2=CC1)=O)C1=CC=C(C=C1)C1(CCNCC1)OC)F